azetidinon N1C(CC1)=O